C(CCCCC)C(C(=O)NC(CCSCCC(=O)OCCCCCCCC(C)C)C(=O)NC1CCN(CC1)C)CCCCCCCC 8-methylnonyl 3-((3-(2-hexyldecanamido)-4-((1-methylpiperidin-4-yl)amino)-4-oxobutyl)thio)propanoate